[2-(2-aminophenyl) phenyl] methanesulfonate CS(=O)(=O)OC1=C(C=CC=C1)C1=C(C=CC=C1)N